4-(4-chloro-5-(2-chloroethyl)-6-(pyridin-3-yloxy)pyrimidin-2-yl)morpholine ClC1=NC(=NC(=C1CCCl)OC=1C=NC=CC1)N1CCOCC1